ClC1=C2C(N(C(C2=CC=C1C1(CCN(CC1)CC1=CC=C(C=C1)F)O)=O)C1C(NC(CC1)=O)=O)=O 4-chloro-2-(2,6-dioxopiperidin-3-yl)-5-(1-(4-fluorobenzyl)-4-hydroxypiperidin-4-yl)isoindoline-1,3-dione